O1COC2=C1C=CC(=C2)/C=C/C(=O)N(CC2OCCC2)C2=NC=CC=C2 (E)-3-(1,3-benzodioxol-5-yl)-N-(2-pyridinyl)-N-(tetrahydrofuran-2-ylmethyl)prop-2-enamide